BrC=1C=C(C=CC1C)C=1C(=C(C=C(C1)Cl)S(=O)(=O)N)Cl (3-bromo-4-methylphenyl)-2,5-dichlorobenzenesulfonamide